4-(1H-indol-3-yl)-7-(1-methyl-1H-pyrazol-4-yl)quinazoline N1C=C(C2=CC=CC=C12)C1=NC=NC2=CC(=CC=C12)C=1C=NN(C1)C